C(CCCCCCC)C(C(=O)OCCCCCCN(CCN(CCN1CCN(CC1)CCN(CCCCCCC(C(=O)[O-])(CCCCCCCCCC)CCCCCCCC)CCCCCCC(C(=O)[O-])(CCCCCCCCCC)CCCCCCCC)CCCCCCOC(C(CCCCCCCCCC)CCCCCCCC)=O)CCCCCCOC(C(CCCCCCCCCC)CCCCCCCC)=O)CCCCCCCCCC ((2-(4-(2-((2-(bis(6-((2-octyldodecanoyl)oxy)hexyl)amino) ethyl)(6-((2-octyldodecanoyl)oxy) hexyl)amino)ethyl)piperazin-1-yl)ethyl)azanediyl)bis(hexane-6,1-diyl)bis(2-octyldodecanoate)